para-amino-N,N-diethyl-aniline NC1=CC=C(N(CC)CC)C=C1